3-[[6-(2-Chloropyrimidin-5-yl)pyrazin-2-yl]amino]azetidine-1-carboxylic acid tert-butyl ester C(C)(C)(C)OC(=O)N1CC(C1)NC1=NC(=CN=C1)C=1C=NC(=NC1)Cl